FC1=C(C=C(OC(C(=O)O)(C)C)C=C1C=1SC(=CN1)C)C(=O)OC 2-(4-fluoro-3-(methoxycarbonyl)-5-(5-methylthiazol-2-yl)phenoxy)-2-methylpropanoic acid